(1r,4r)-4-((4-(2-aminopyrazolo[1,5-a]pyridin-5-yl)-6-methylpyridin-3-yl)oxy)-1-methylcyclohexan-1-ol NC1=NN2C(C=C(C=C2)C2=C(C=NC(=C2)C)OC2CCC(CC2)(O)C)=C1